N-(5-tert-butyl-[1,1'-biphenyl]-2-yl)-6-(phenyl-d5)benzofuran-2-amine C(C)(C)(C)C=1C=CC(=C(C1)C1=CC=CC=C1)NC=1OC2=C(C1)C=CC(=C2)C2=C(C(=C(C(=C2[2H])[2H])[2H])[2H])[2H]